C(#N)[C@@H](C)NC1=CC(=NC=C1C=1C=NN(C1)C1CCC(CC1)CCO)N1N=CC=2C1=NC=C(C2)C#N 1-(4-(((R)-1-cyanoethyl)amino)-5-(1-((1r,4R)-4-(2-hydroxyethyl)cyclohexyl)-1H-pyrazol-4-yl)pyridin-2-yl)-1H-pyrazolo[3,4-b]pyridine-5-carbonitrile